CON(C(N(CC(NC=1C=C2CC3(C(NC4=NC=CC=C43)=O)CC2=CC1)=O)CC1=C(CN(C(OC(C)(C)C)=O)C)C=CC=C1)=O)C tert-Butyl (2-((3-methoxy-3-methyl-1-(2-oxo-2-((2'-oxo-1,1',2',3-tetrahydrospiro[indene-2,3'-pyrrolo[2,3-b]pyridin]-5-yl)amino)ethyl)ureido)methyl)benzyl)(methyl)carbamate